N-(3-chloro-5-(methylsulfonylamino)phenyl)-1-(tetrahydro-2H-pyran-4-yl)-1H-pyrazole-4-carboxamide ClC=1C=C(C=C(C1)NS(=O)(=O)C)NC(=O)C=1C=NN(C1)C1CCOCC1